4-((2-(dimethoxymethyl)-5,6,7,8-tetrahydro-1,8-naphthyridin-3-yl)methyl)-1,4-oxazepan-3-one COC(C1=NC=2NCCCC2C=C1CN1C(COCCC1)=O)OC